N1=C(NCCCNC2=NC(=NC(=N2)N)N)N=C(N)N=C1N trimethylenebis-melamine